4-[[9-chloro-7-(2,6-difluorophenyl)-5H-pyrimido[5,4-d][2]benzazepine-2-Yl]amino]-benzoic acid ClC1=CC2=C(C3=C(CN=C2C2=C(C=CC=C2F)F)C=NC(=N3)NC3=CC=C(C(=O)O)C=C3)C=C1